C12(CCCC=C2CCCC1)CC(=O)O.CC(C(=O)N(CC(C(F)(F)F)(F)F)[C@@H]1C(NC2=C(C3=C1C=CC=C3)C=CC=C2)=O)(C(=O)N)C 2,2-dimethyl-N-[(7S)-6-oxo-5,7-dihydrobenzo[d][1]benzazepin-7-yl]-N-(2,2,3,3,3-pentafluoropropyl)propanediamide bicyclo(4.4.0)dec-5-enacetate